FC1=C(C(=O)NC2=NC(=CC=C2)C(=O)C2CCN(CC2)C)C(=CC(=C1)F)F 2,4,6-trifluoro-N-[6-[(1-methyl-4-piperidyl)carbonyl]-2-pyridyl]benzamide